CS(=O)(=O)[O-].CS(=O)(=O)[O-].[Sn+2] tin (II) bis(methanesulfonate)